C(#N)C=1C=CC(=NC1)COC1=CC=CC(=N1)N1N=C2C(=C1)CN(C2)C(=O)OC(C)(C)C tert-butyl 2-(6-((5-cyanopyridin-2-yl)methoxy)pyridin-2-yl)-2,6-dihydropyrrolo[3,4-c]pyrazole-5(4H)-carboxylate